(6R,7R)-6-((S)-5H-Imidazo[5,1-a]isoindol-5-yl)-4,5,6,7-tetrahydrobenzo[d]thiazol-7-ol C=1N=CN2C1C1=CC=CC=C1[C@@H]2[C@@H]2[C@H](C1=C(N=CS1)CC2)O